benzyl N-[3-chloro-4-(3,3-difluorocyclobutyl)phenyl]carbamate ClC=1C=C(C=CC1C1CC(C1)(F)F)NC(OCC1=CC=CC=C1)=O